ClC1=CC=C(C(=O)NC2=C(C=CC=C2)NS(=O)(=O)C=2SC=CC2)C=C1 4-chloro-N-(2-(thiophene-2-sulfonamido)phenyl)benzamide